2-(5-fluoro-3-pyridyl)-N-[2-(1H-indol-3-yl)ethyl]-7,8-dihydro-6H-pyrimido[5,4-b][1,4]oxazin-4-amine FC=1C=C(C=NC1)C=1N=C(C=2OCCNC2N1)NCCC1=CNC2=CC=CC=C12